3-chloro-6-ethoxy-2-fluorobenzaldehyde ClC=1C(=C(C=O)C(=CC1)OCC)F